4-(7-fluoro-1H-benzoimidazol-2-yl)-1,2,5-oxadiazol-3-amine FC1=CC=CC2=C1NC(=N2)C=2C(=NON2)N